CC1(NC(CC(C1)O)(C)C)C 2,2,6,6-tetramethyl-4-piperidyl alcohol